1-(4-(di(benzofuran-5-yl)methyl)piperazine-1-carbonyl)-1H-1,2,4-triazole-3-carbonitrile O1C=CC2=C1C=CC(=C2)C(N2CCN(CC2)C(=O)N2N=C(N=C2)C#N)C=2C=CC1=C(C=CO1)C2